BrC=1C(=C(C(=O)NCC(C(O)C2=CC=C(C=C2)Cl)F)C(=CC1)Cl)F 3-bromo-6-chloro-N-(3-(4-chlorophenyl)-2-fluoro-3-hydroxypropyl)-2-fluorobenzamide